C(C)(C)(C)OC(=O)\N=C(\NC(OC(C)(C)C)=O)/N1N=CC=C1 tert-butyl N-[(Z)-{[(tert-butoxy)carbonyl]imino}(1H-pyrazol-1-yl)methyl]carbamate